OC1CCC(CC1)C=1SC2=C(N1)C=C(C(=C2)NC(=O)C2=NC(=CC=C2)C(F)(F)F)C(C)(C)O N-[2-(4-hydroxycyclohexyl)-5-(1-hydroxy-1-methyl-ethyl)-1,3-benzothiazol-6-yl]-6-(trifluoromethyl)pyridine-2-carboxamide